C1(CCCCC1)C=1C(=C(C=CC1)CC1=C(C=CC=C1)O)O (cyclohexylhydroxyphenyl)(hydroxyphenyl)methane